henicosyl acrylate C(C=C)(=O)OCCCCCCCCCCCCCCCCCCCCC